C12C=CC(C(C1)C[SiH](OCC)OCC)C2 (5-bicyclo[2.2.1]hept-2-enyl)methyldiethoxysilane